CN1[C@@H](CCC1)COC1=C(C=NC=C1)N (S)-4-((1-methylpyrrolidin-2-yl)methoxy)pyridin-3-amine